C(C)C(C1=CC=CC=C1)C1=C2C(=C(C(=NC2=CC=C1)C1=CC=CC=C1)O)C(=O)N (α-ethylbenzyl)-3-hydroxy-2-phenylquinoline-4-carboxamide